3-tert-butyl-1-cyclohexanol C(C)(C)(C)C1CC(CCC1)O